allyl-imidazolselenone C(C=C)C1=NC(N=C1)=[Se]